NCC1=CC(=NC=C1)S(=O)(=O)[C@H]1N(CCCC1)C1CNCC(C1)C(=O)N1CCOCC1 (r-((4-(Aminomethyl)pyridin-2-yl)sulfonyl)-[1,3'-bipiperidin]-5'-yl)(morpholino)methanone